4,4,5,5-tetramethyl-2-(2,5,6,7-tetrahydrooxepin-4-yl)-1,3,2-dioxaborolane CC1(OB(OC1(C)C)C1=CCOCCC1)C